CC(C)N1C(=NC(=C1)C(F)(F)F)C1=CC=C(C=C1)CN {4-[1-(propan-2-yl)-4-(trifluoromethyl)-1H-imidazol-2-yl]phenyl}methanamine